NC=1C=C(C2=C(OCCO2)C1)N1C(CNCC1)N 7-amino-5-(2-aminopiperazin-1-yl)-2,3-dihydro-1,4-benzodioxine